9-phosphabicyclononane C1(CCCCCCCP1)C1CCCCCCCC1